C(C)(C)C=1C(=NNC1C=1C=C(C=2N(C1)N=CN2)OC)C=2SC(=CN2)N2[C@@H]1CN([C@H](C2)C1)C1CCOCC1 2-(4-isopropyl-5-(8-methoxy-[1,2,4]triazolo[1,5-a]pyridin-6-yl)-1H-pyrazol-3-yl)-5-((1S,4S)-5-(tetrahydro-2H-pyran-4-yl)-2,5-diazabicyclo[2.2.1]heptan-2-yl)thiazole